(R)-1-(6-((2-amino-3-chloropyridin-4-yl)thio)-3-(1-amino-8-azaspiro[4.5]dec-2-en-8-yl)-5-methylpyrazin-2-yl)cyclopropan-1-ol Calcium Silicate [Si]([O-])([O-])([O-])[O-].[Ca+2].NC1=NC=CC(=C1Cl)SC1=C(N=C(C(=N1)C1(CC1)O)N1CCC2(CC=C[C@H]2N)CC1)C.[Ca+2]